C(CC)C(C(=O)N)C1=NC=C(C=C1)OC(F)(F)F propyl-2-[5-(trifluoromethoxy)-2-pyridyl]acetamide